2,4-dimethoxybenzene-1-carbaldehyde COC1=C(C=CC(=C1)OC)C=O